N[C@@H]1CC[C@H](CC1)N1CCN(CC1)C1=CC=C2C(=NN(C2=C1)C)C1C(NC(CC1)=O)=O trans-3-(6-(4-(4-aminocyclohexyl)piperazin-1-yl)-1-methyl-1H-indazol-3-yl)piperidine-2,6-dione